C(C)OC(C(C)O)=O 2-hydroxypropionic acid ethyl ester